3,3'-ethylenebis(5-hexyl-1,2,4-triazole) C(CC1=NNC(=N1)CCCCCC)C1=NNC(=N1)CCCCCC